(S)-N-(4-([1,2,4]triazolo[1,5-a]pyridin-7-yloxy)-3-methylphenyl)-6-(piperidin-3-yl)pyrido[3,2-d]pyrimidin-4-amine N=1C=NN2C1C=C(C=C2)OC2=C(C=C(C=C2)NC=2C1=C(N=CN2)C=CC(=N1)[C@@H]1CNCCC1)C